tert-butyl (6S,9S,12S,15S)-6-(3-methoxy-3-oxopropyl)-2,2,9,12,15-pentamethyl-4,7,10,13-tetraoxo-3-oxa-5,8,11,14-tetraazahexadecan-16-oate COC(CC[C@H](NC(OC(C)(C)C)=O)C(N[C@H](C(N[C@H](C(N[C@H](C(=O)OC(C)(C)C)C)=O)C)=O)C)=O)=O